C1(CCCCC1)NC(=O)C1=NN(C=C1)CC=1SC(=CC1)C1=NOC(=N1)C(F)(F)F N-cyclohexyl-1-[[5-[5-(trifluoromethyl)-1,2,4-oxadiazol-3-yl]-2-thienyl]methyl]pyrazole-3-carboxamide